sec-propyl-bromophenol C(C)(C)C=1C(=C(C=CC1)O)Br